CC1(CCN(CC1)C(=O)C1=CC=C(C=C1)C=1C=C2CCN(C(C2=CC1)=O)C=1C=CC(=C(C1)NS(=O)(=O)C)O)C N-(5-(6-(4-(4,4-dimethylpiperidine-1-carbonyl)phenyl)-1-oxo-3,4-dihydroisoquinolin-2(1H)-yl)-2-hydroxyphenyl)methanesulfonamide